NCC=1C=C(C=CC1)C=1C=C(C2=C(C(=CO2)COC2=C(C=CC=C2)CC(=O)O)C1)CC1CCOCC1 2-(2-((5-(3-(aminomethyl)phenyl)-7-((tetrahydro-2H-pyran-4-yl)methyl)benzofuran-3-yl)methoxy)phenyl)acetic acid